tert-amylperoxy-1-methoxycyclohexane C(C)(C)(CC)OOC1(CCCCC1)OC